C(C1=CC=CC=C1)OC12CC3(CC(CC(C1)C3)C2)NCC(=O)N2[C@@H](CCC2)C#N (S)-1-((3-(benzyloxy)adamantan-1-yl)glycyl)pyrrolidine-2-carbonitrile